N-Boc-N-[6-[[[(2S)-2-amino-3-(3,4-difluorophenyl)propanoyl]amino]methyl]-1-isoquinolinyl]carbamic acid tert-butyl ester C(C)(C)(C)OC(N(C1=NC=CC2=CC(=CC=C12)CNC([C@H](CC1=CC(=C(C=C1)F)F)N)=O)C(=O)OC(C)(C)C)=O